C(CCCCC)[S+](C)CCCCCC di(n-hexyl)methylsulfonium